NC1=NC2=CC=C(C=C2C=C1C)C(=O)N(CC1=NC=C(C=C1)C(F)(F)F)C[C@@H]1CC=2N(CC1)C=CN2 2-amino-3-methyl-N-((7S)-5,6,7,8-tetrahydroimidazo[1,2-a]pyridin-7-ylmethyl)-N-((5-(trifluoromethyl)-2-pyridinyl)methyl)-6-quinolinecarboxamide